BrC(C(=O)C1=C(C=CC=C1)C(F)(F)F)C 2-bromo-1-(2-(trifluoromethyl)phenyl)propan-1-one